N7-butyl-1-{[5-({hexa-hydro-1H-furo[3,4-c]pyrrol-5-yl}methyl)-2-methoxyphenyl]methyl}-1H-pyrazolo[4,3-d]pyrimidine-5,7-diamine C(CCC)NC=1C2=C(N=C(N1)N)C=NN2CC2=C(C=CC(=C2)CN2CC1C(C2)COC1)OC